C(C)C1(COC1)COCC1OC1 3-ethyl-3-((oxiran-2-ylmethoxy)methyl)oxetane